[C@H](C)(CC)[C@@H]1N(CC2=C(NC1=O)C=CC=C2)C(=O)NCCCCN2CCC(CC2)C(N)=O (S)-3-((S)-sec-butyl)-N-(4-(4-carbamoylpiperidin-1-yl)butyl)-2-oxo-1,2,3,5-tetrahydro-4H-benzo[e][1,4]diazepine-4-carboxamide